2-[(4-{N-[(7S)-4-fluorobicyclo[4.2.0]octa-1,3,5-trien-7-yl]-N'-hydroxycarbamimidoyl}-1,2,5-oxadiazol-3-yl)oxy]-N-[(2S)-2-hydroxypropyl]acetamide FC1=CC=C2C[C@@H](C2=C1)NC(=NO)C=1C(=NON1)OCC(=O)NC[C@H](C)O